ClC(=O)NC(=O)OC(C)(C)C chlorocarbonyl-boc-amine